(3S,4aS,8aS)-N-tert-butyl-2-[(2R,3R)-2-hydroxy-3-[(3-hydroxy-2-methylbenzoyl)amino]-4-phenylsulfanylbutyl]-3,4,4a,5,6,7,8,8a-octahydro-1H-isoquinoline-3-carboxamide C(C)(C)(C)NC(=O)[C@H]1N(C[C@H]2CCCC[C@H]2C1)C[C@H]([C@H](CSC1=CC=CC=C1)NC(C1=C(C(=CC=C1)O)C)=O)O